3,9-dimethylxanthine CN1C(NC(C=2N=CN(C12)C)=O)=O